monoanthracene phosphate P(=O)(O)(O)O.C1=CC=CC2=CC3=CC=CC=C3C=C12